1-(2-(azetidin-1-yl)-7-(3-(dimethylamino)propoxy)-6-methoxyquinazolin-4-yl)piperidin-2-ol N1(CCC1)C1=NC2=CC(=C(C=C2C(=N1)N1C(CCCC1)O)OC)OCCCN(C)C